CCCCCC(C=C)O (+/-)-1-octen-3-ol